C(C)(C)(C)OC(=O)NC(C(=O)O)CC(CC)CC 2-(tert-butoxycarbonyl)amino-4-ethylhexanoic acid